1,3-diimino-2,3-dihydro-1H-benzo[f]isoindole-5-sulfonic acid N=C1NC(C=2C=C3C(=CC12)C=CC=C3S(=O)(=O)O)=N